ClC=1C=C(C=2N(N1)C=C(N2)C2CC2)[C@@H]2[C@H](C2)C2=C(C=C(C=C2)F)F 6-chloro-2-cyclopropyl-8-[(1S,2S)-2-(2,4-difluorophenyl)cyclopropyl]imidazo[1,2-b]pyridazine